(R)-3-hydroxy-3-(3-(4,4,5,5-tetramethyl-1,3,2-dioxaborolan-2-yl)phenyl)-1-(2,2,2-trifluoroethyl)pyrrolidin-2-one O[C@@]1(C(N(CC1)CC(F)(F)F)=O)C1=CC(=CC=C1)B1OC(C(O1)(C)C)(C)C